trans-4-[(dimethylsulfamoyl)amino]cyclohexane-1-carbaldehyde CN(S(=O)(=O)N[C@@H]1CC[C@H](CC1)C=O)C